Cl.Cl.N1C(CCC=C1)C1(C=CNC=C1)O tetrahydro-1'H-[2,4']bipyridinyl-4'-ol dihydrochloride